5-(dimethylamino)-2-phenylpentanoic acid hydrogen chloride salt Cl.CN(CCCC(C(=O)O)C1=CC=CC=C1)C